cuprous bromide dipotassium [K].[K].[Cu]Br